4-(2,5,6,6-tetramethylcyclohex-2-enyl)but-3-en CC=1C(C(C(CC1)C)(C)C)C=CCC